bisulphate (hydrogen sulphate) S(=O)(=O)(O)O.S(O)(O)(=O)=O